7-methoxyquinoline-6-carboxamide COC1=C(C=C2C=CC=NC2=C1)C(=O)N